S(=O)(=O)([O-])[O-].C[N+]1=C(C=CC=C1)C=C.C[N+]1=C(C=CC=C1)C=C methyl-2-vinyl-pyridinium sulfate